O(C1=CC=CC=C1)N(P(=O)(N)N)[C@@H](COCC1=CC=CC=C1)C phenoxy-N-((R)-1-(benzyloxy)propan-2-yl)-phosphoramide